CN1CCN(CC1)C1=CC=C(C=C1)NC=1N=C(C2=C(N1)NC=C2)NC2CC(CCC2)NC(C=C)=O N-(3-(2-(4-(4-methylpiperazin-1-yl)phenylamino)-7H-pyrrolo[2,3-d]pyrimidin-4-ylamino)cyclohexyl)acrylamide